(-)-1-[(3S*,4R*)-4-(4-Cyano-2,6-difluorophenyl)2-oxopyrrolidin-3-yl]-3-(4-fluorophenyl)urea C(#N)C1=CC(=C(C(=C1)F)[C@H]1[C@@H](C(NC1)=O)NC(=O)NC1=CC=C(C=C1)F)F |o1:9,10|